1-(2-(5-((5-bromo-1-ethyl-1H-pyrazol-4-yl)methyl)-1H-imidazol-1-yl)-5-fluorophenyl)ethan BrC1=C(C=NN1CC)CC1=CN=CN1C1=C(C=C(C=C1)F)CC